ammonium perrhenate salt [Re](=O)(=O)(=O)[O-].[NH4+]